ClC=1C(=NC(=NC1)NC1=C(C=C(C(=C1)C)N1CCC2(CC(C2)N(C)C)CC1)OC)NC1=CC=C(C(=C1P(C)(C)=O)C)C (6-((5-chloro-2-((4-(2-(dimethylamino)-7-azaspiro[3.5]nonan-7-yl)-2-methoxy-5-methylphenyl)amino)pyrimidin-4-yl)amino)-2,3-dimethylphenyl)dimethylphosphine oxide